CC1(CCC=2C(=NNC2C1)C=1NC2=CC(=CC=C2C1)N(C([C@H](C)N1CCNCC1)=O)C)C (S)-N-(2-(6,6-dimethyl-4,5,6,7-tetrahydro-1H-indazol-3-yl)-1H-indol-6-yl)-N-methyl-2-(piperazin-1-yl)propanamide